FC1=C(C=CC(=C1)F)CN1C(CCC1CC(=O)N1C(CCC1)C(C)C)=O 1-[(2,4-difluorophenyl)methyl]-5-[2-(2-isopropylpyrrolidin-1-yl)-2-oxoethyl]pyrrolidin-2-on